NC1=CC(=C(C=C1)N1CCC(CC1)(O)CN1CCN(CC1)C(=O)OC(C)(C)C)F tert-butyl 4-((1-(4-amino-2-fluorophenyl)-4-hydroxypiperidin-4-yl)methyl)piperazine-1-carboxylate